(S)-1-(3-methoxyphenyl)ethanamine COC=1C=C(C=CC1)[C@H](C)N